tert-butyl (4-(4-acetamidostyryl)thiazol-2-yl)carbamate C(C)(=O)NC1=CC=C(C=CC=2N=C(SC2)NC(OC(C)(C)C)=O)C=C1